COC=1C=C(CN(C2=CC=3OC(C(=CC3S2)C(=O)O)=O)C)C=CC1 2-((3-methoxybenzyl)(methyl)amino)-5-oxo-5H-thieno[3,2-b]pyran-6-carboxylic acid